Methyl-Ethyl Keton CC(=O)CC